ClC=1C=CC(=C(C1)C1=CC(=C(N=N1)C)NC1=CC(=NC=C1)NC(=O)C=1C=NN(C1)CCN(C)C)F N-(4-{[6-(5-Chloro-2-Fluorophenyl)-3-Methylpyridazin-4-yl]Amino}Pyridin-2-yl)-1-[2-(Dimethylamino)Ethyl]-1h-Pyrazole-4-Carboxamid